[Sn].[Pd].[Pb]=S lead sulfide palladium tin